(2Z)-3,5,7-trimethyl-2-octenenitrile C/C(=C/C#N)/CC(CC(C)C)C